tert-butyl N-[2-[1-(4-chloro-2-thienyl)ethyl-cyclopropyl-amino]ethyl]carbamate ClC=1C=C(SC1)C(C)N(CCNC(OC(C)(C)C)=O)C1CC1